OC(COC=1C=C(C=2N(C1)N=CC2C#N)C=2C=NC(=CC2)N2CCS(CC2)=N)(C)C 6-(2-hydroxy-2-methylpropoxy)-4-(6-(1-imino-1-thiomorpholino)pyridin-3-yl)pyrazolo[1,5-a]Pyridine-3-carbonitrile